2-(5-(10-(2-methoxyphenyl)-7,8,9,10-tetrahydro-6H-cyclohepta[4,5]imidazo[1,2-a]pyridin-2-yl)pyrimidin-2-yl)propan-2-ol COC1=C(C=CC=C1)C1CCCCC=2N=C3N(C=C(C=C3)C=3C=NC(=NC3)C(C)(C)O)C21